ClC=1C=C(C=C(C1)Cl)C1(CC(=NO1)C1=CC(=C(C(=O)N(C)C2=NN(C(=N2)C(C)C)C)C=C1)C)C(F)(F)F 4-(5-(3,5-dichlorophenyl)-5-(trifluoromethyl)-4,5-dihydroisoxazol-3-yl)-N-(5-isopropyl-1-methyl-1H-1,2,4-triazol-3-yl)-N,2-dimethylbenzamide